[N+](=O)([O-])C1=CC=C(C=C1)OP(=O)(O)O.OC1(CC(C1)C(=O)N1CC2(C1)C[C@H](CC2)CC2=CC(=CC=C2)C(C)C)C |r| (rac)-((1s,3s)-3-hydroxy-3-methylcyclobutyl)(6-(3-isopropylbenzyl)-2-Azaspiro[3.4]Oct-2-yl)methanone p-nitrophenylphosphate